diethoxy-N,N-dimethylethane-1-amine C(C)OC(C)(N(C)C)OCC